N1(CCOCC1)C(=O)C1=CC=C(C2=C1CCO2)NC=2N=C(C1=C(N2)NC=C1C#N)NCCC 2-((4-(morpholine-4-carbonyl)-2,3-dihydrobenzo-furan-7-yl)amino)-4-(propylamino)-7H-pyrrolo[2,3-d]pyrimidine-5-carbonitrile